FC1=CC=C(CN(C(=O)NCC2=CC=C(C=C2)OCC(C)C)C[C@H]2CN(CCC2)C)C=C1 (R)-1-(4-fluorobenzyl)-3-(4-isobutoxybenzyl)-1-((1-methylpiperidin-3-yl)methyl)urea